C1CCCC2CCCCC12 (4ar,8ar)-decalin